((2,6-difluorobenzyl)oxy)-1,2,3,4-tetrahydroisoquinoline FC1=C(COC2NCCC3=CC=CC=C23)C(=CC=C1)F